2-(2-(tert-butoxy)ethoxy)-8-((2-fluoro-4-iodophenyl)amino)-5,7-dimethyl-3,4-dihydro-2,7-naphthyridine-1,6(2h,7h)-dione C(C)(C)(C)OCCON1C(C2=C(N(C(C(=C2CC1)C)=O)C)NC1=C(C=C(C=C1)I)F)=O